N[C@H](C(=O)OC)CC1=CNC2=CC=CC(=C12)C methyl (2S)-2-amino-3-(4-methyl-1H-indol-3-yl)propanoate